BrC1=CC(=C(C=C1)CN1C(=NC=C1)C(C)C)F 1-[(4-bromo-2-fluoro-phenyl)methyl]-2-isopropyl-imidazole